C(C)(C)OC1=CC(=NC=2N1N=C(C2)C(=O)NC2CN(C2)C)C2=CC=CC=C2 7-isopropoxy-N-(1-methylazetidin-3-yl)-5-phenylpyrazolo[1,5-a]pyrimidine-2-carboxamide